[C-]1(C=CC=C1)C(=O)N.[C-]1(C=CC=C1)C(=O)N.[Fe+2] 1,1'-ferrocenedicarboxamide